C(C)(=O)C1=CC=2NC=3C4=C(C=CC3N(C2C=C1)O)C=C(C=C4)O 10-acetyl-3,7-dihydroxybenzophenazine